N[C@H](C)C=1C=C(C=C2C(C(=C(OC12)C1=CC(N(C=C1)C)=O)C)=O)C 4-[8-[(1R)-1-Aminoethyl]-3,6-dimethyl-4-oxo-chromen-2-yl]-1-methyl-pyridin-2-one